Cl.F[P-](F)(F)(F)(F)F.[NH+]=1N[N+](=C2N=CC=CC21)[O-] triazolo[4,5-b]pyridinium 3-oxide hexafluorophosphate HCl